FC1CCN(CC1)C=1C=CC2=C(N=C(O2)C)C1 5-(4-fluoro-1-piperidinyl)-2-methyl-1,3-benzoxazole